N[C@H]1C[C@H](N(CC1)C(=O)N1CC2(CCCC2)[C@@H](CC1)CN1C=NC(=CC1=O)C1=C(C=CC=C1)OC)C1=CC=CC=C1 3-(((R)-7-((2S,4R)-4-amino-2-phenylpiperidine-1-carbonyl)-7-azaspiro[4.5]dec-10-yl)methyl)-6-(2-methoxyphenyl)pyrimidin-4(3H)-one